ClC=1C=C(CNC2=NC(=NC3=CC=C(C=C23)C=2C(N(C=CC2)C)=O)C=2C=NN(C2)C(CO)(C)C)C=CC1 (4-((3-chlorobenzyl)amino)-2-(1-(1-hydroxy-2-methylpropan-2-yl)-1H-pyrazole-4-yl)quinazolin-6-yl)-1-methylpyridin-2(1H)-one